1-(4-amino-2-hydroxy-3-nitrophenyl)-3-(4-bromophenyl)prop-2-en-1-one NC1=C(C(=C(C=C1)C(C=CC1=CC=C(C=C1)Br)=O)O)[N+](=O)[O-]